COC([C@@H](NC(C1=CC=C(C=C1)N(C(C(F)(F)F)=O)CC=1N=C2C(NC(=NC2=NC1)N)=O)=O)CCC(NCCN)=O)=O.C=1(C(=CC(=C2C=C(C(=CC12)CC(=O)O)CC(=O)O)CC(=O)O)CC(=O)O)CC(=O)O 1,2,4,6,7-naphthalenepentaacetic acid methyl-N2-(4-(N-((2-amino-4-oxo-3,4-dihydropteridin-6-yl)methyl)-2,2,2-trifluoroacetamido)benzoyl)-N5-(2-aminoethyl)-L-glutaminate